2-(2-(cyclopropanesulfonamido)thiazol-4-yl)-N-(5-(6-ethoxypyrazin-2-yl)pyridin-2-yl)-2-methoxyacetamide C1(CC1)S(=O)(=O)NC=1SC=C(N1)C(C(=O)NC1=NC=C(C=C1)C1=NC(=CN=C1)OCC)OC